6-(3-methoxyphenyl)-2-(pyridin-2-yl)-5,6,7,8-tetrahydrophthalazin-1(2H)-one COC=1C=C(C=CC1)C1CC=2C=NN(C(C2CC1)=O)C1=NC=CC=C1